6-({2-[(6-methoxy-2-methyl-1,2,3,4-tetrahydroisoquinolin-7-yl)amino]quinazolin-7-yl}-amino)-pyridine-2-carbonitrile COC=1C=C2CCN(CC2=CC1NC1=NC2=CC(=CC=C2C=N1)NC1=CC=CC(=N1)C#N)C